butyl 6-((diphenoxyphosphoryl)oxy)-4-oxa-7-azaspiro[2.5]oct-5-ene-7-carboxylate O(C1=CC=CC=C1)P(=O)(OC1=CC=CC=C1)OC1=COC2(CC2)CN1C(=O)OCCCC